tert-butyl 4-((6-(2-allyl-6-((1-isopropyl-1H-benzo[d][1,2,3]triazol-5-yl)amino)-3-oxo-2,3-dihydro-1H-pyrazolo[3,4-d]pyrimidin-1-yl)pyridin-2-yl)oxy)piperidine-1-carboxylate C(C=C)N1N(C2=NC(=NC=C2C1=O)NC1=CC2=C(N(N=N2)C(C)C)C=C1)C1=CC=CC(=N1)OC1CCN(CC1)C(=O)OC(C)(C)C